C(C(=C)C)(=O)OCCC[Si](OC)(Cl)Cl 3-methacryloxypropyl-dichloro-methoxy-silane